N-(4-(6-amino-9-isopropyl-8-oxo-8,9-dihydro-7H-purin-7-yl)-2,3-difluorobenzyl)-2-methoxybenzamide NC1=C2N(C(N(C2=NC=N1)C(C)C)=O)C1=C(C(=C(CNC(C2=C(C=CC=C2)OC)=O)C=C1)F)F